(S,E)-N-((2,6-Diisopropylphenyl)carbamoyl)-2-(1-ethylpyrrolidin-2-yl)ethensulfonamid C(C)(C)C1=C(C(=CC=C1)C(C)C)NC(=O)NS(=O)(=O)\C=C\[C@H]1N(CCC1)CC